FC(C(=O)NC1=NON=C1C1=NC2=C(N1CC=1N=NC=CC1)C(=CC=C2)F)(F)F 2,2,2-trifluoro-N-(4-(7-fluoro-1-(pyridazin-3-ylmethyl)-benzimidazol-2-yl)-1,2,5-oxadiazol-3-yl)acetamide